chloro[1,3-bis(2,6-diisopropylphenyl)imidazol-2-ylidene]Gold (I) Cl[Au-2]=C1N(C=CN1C1=C(C=CC=C1C(C)C)C(C)C)C1=C(C=CC=C1C(C)C)C(C)C